C(CCCCC)N(C(OCCCCCCCC)=O)CCCCCC octyl N,N-dihexylcarbamate